2-(Dimethylamino)-3-phenyl-N-[4-(1H-pyrrolo[2,3-b]pyridin-4-yl)phenyl]propenamide CN(C(C(=O)NC1=CC=C(C=C1)C1=C2C(=NC=C1)NC=C2)=CC2=CC=CC=C2)C